C1(CC1)C=1C(=NC(=NC1C1=NN(C=C1)C)N(C)C1=C(C=C(C=C1F)S(=O)(=O)C)F)NC1=NNC(=C1)C 5-cyclopropyl-N2-(2,6-difluoro-4-(methylsulfonyl)phenyl)-N2-methyl-6-(1-methyl-1H-pyrazol-3-yl)-N4-(5-methyl-1H-pyrazol-3-yl)pyrimidine-2,4-diamine